vinyl-(methylethoxy)silane C(=C)[SiH2]OC(C)C